C1(CCC1)N1N=CC(=C1)C1=CN=C(C2=CC(=C(C=C12)C(=O)N)OC(C)C)O[C@H]1CNCCC1 (R)-4-(1-cyclobutyl-1H-pyrazol-4-yl)-7-isopropoxy-1-(piperidin-3-yloxy)isoquinoline-6-carboxamide